FC=1C=C2C=C(N(C2=CC1)S(=O)(=O)C1=CC=C(C)C=C1)C(O)C=1C=NC=CC1 (5-fluoro-1-tosyl-1H-indol-2-yl)(pyridin-3-yl)methanol